FC1(CCC(CC1)C1=NC=CC(=C1NC(C1=CN=C(C(=C1)F)N1CCN(CC1)C)=O)C1=C(C=CC(=C1)F)F)F N-(2-(4,4-difluorocyclohexyl)-4-(2,5-difluorophenyl)pyridin-3-yl)-5-fluoro-6-(4-methylpiperazin-1-yl)nicotinamide